C1(CC1)COC1=C(C=C(C=C1)S(=O)(=O)CC)C=1C=C(C(N(C1)C)=O)NC 5-[2-(cyclopropylmethoxy)-5-ethylsulfonylphenyl]-1-methyl-3-(methyl-amino)pyridin-2-one